3,3-Difluoro-2,2-dimethyl-1-((2S,5S)-9-(quinoxalin-6-ylethynyl)-2,3-dihydro-2,5-methanopyrido[3,4-f][1,4]oxazepin-4(5H)-yl)propan-1-one FC(C(C(=O)N1C[C@H]2OC3=C([C@@H]1C2)C=NC=C3C#CC=3C=C2N=CC=NC2=CC3)(C)C)F